2,2-difluoro-1,3-benzodioxol-4-amine FC1(OC2=C(O1)C=CC=C2N)F